C1=NC(=C2C(=N1)N(C=N2)[C@H]3[C@@H]([C@@H]([C@H](O3)CO)OP(=O)(O)O)O)N The molecule is an adenosine 3'-phosphate with a monophosphate group at the 3'-position. It has a role as a mouse metabolite, a human metabolite and an Escherichia coli metabolite. It is an adenosine 3'-phosphate and a purine ribonucleoside 3'-monophosphate. It is a conjugate acid of a 3'-AMP(2-).